CN(C=1C=C(C=CC1)NC(C)=O)CC=1N=CN(C1)COCC[Si](C)(C)C N-(3-(methyl((1-((2-(trimethylsilyl)ethoxy)methyl)-1H-imidazol-4-yl)methyl)amino)phenyl)acetamide